C(C=C)NC(=NC1=CC=CC=C1)NC#N N-allyl-N'-cyano-N''-phenylguanidine